N1=CC(=CC=C1)OCCN1N=CC=C1C(=O)OC methyl 1-(2-(pyridin-3-yloxy)ethyl)-1H-pyrazole-5-carboxylate